CS(=O)(=O)C1(CC1)C1=NSC(=N1)C(=O)O[Li] [3-(1-methylsulfonylcyclopropyl)-1,2,4-thiadiazole-5-carbonyl]oxylithium